(2S)-2-[[4-(4-fluorophenyl)-7-hydroxy-3-tetrahydropyran-4-yl-1-isoquinolyl]oxy]propanoic acid FC1=CC=C(C=C1)C1=C(N=C(C2=CC(=CC=C12)O)O[C@H](C(=O)O)C)C1CCOCC1